C1N(CC12CCNC2)C2=NC=C(C=N2)C2=NNC1=CC=C(C=C21)O[C@H](C)C2=C(C=NC=C2Cl)Cl 3-[2-(2,7-diazaspiro[3.4]octan-2-yl)pyrimidin-5-yl]-5-[(1R)-1-(3,5-dichloro-4-pyridyl)ethoxy]-1H-indazole